O=C1C=C(N=C2N1C=CC=C2)C(=O)NCC=2N=C1N(C=C(C=C1)CCNC(OC(C)(C)C)=O)C2 tert-butyl N-(2-{2-[({4-oxo-4H-pyrido[1,2-a]pyrimidin-2-yl}formamido)methyl]imidazo[1,2-a]pyridin-6-yl}ethyl)carbamate